ClC=1C(=C(C=CC1F)[C@H](NC(=O)N1[C@H](C(NCC1)=O)C1CC1)C=1C=NC(=NC1)C(F)(F)F)F |o1:8,13| N-((R or S)-(3-chloro-2,4-difluorophenyl)(2-(trifluoromethyl)pyrimidin-5-yl)methyl)-(S or R)-2-cyclopropyl-3-oxopiperazine-1-carboxamide